(3-FLUORO-4-([(3-METHYLPHENYL)SULFANYL]METHYL)PHENYL)BORANEDIOL FC=1C=C(C=CC1CSC1=CC(=CC=C1)C)B(O)O